2,3-Dihydrothieno[3,4-b][1,4]dioxin-5-carbaldehyde O1C=2C(OCC1)=C(SC2)C=O